C(C1=CC=CC=C1)OC(=O)N[C@@H]1C[C@@H](CCC1)C(=O)OC(C)(C)C tert-butyl (1R,3S)-3-(((benzyloxy)carbonyl)amino)cyclohexane-1-carboxylate